C(C)(C)(C)N1N=C(C=C1N)[C@@H]1C[C@@H](CC1)O[Si](C)(C)C(C)(C)C 1-(tert-butyl)-3-(cis-3-((tert-butyldimethylsilyl)oxy)cyclopentyl)-1H-pyrazol-5-amine